CN(C=1C=C2C(=CN1)O[C@]1(CN[C@H](C1)C)C2)C (2R,5'S)-N,N,5'-Trimethyl-3H-spiro[furo[2,3-c]pyridine-2,3'-pyrrolidin]-5-amine